Methyl 1-(5-(3-cyano-6-ethoxypyrazolo[1,5-a]pyridin-4-yl)pyridin-2-yl)-4-(3-fluoropicolinamido)piperidine-4-carboxylate C(#N)C=1C=NN2C1C(=CC(=C2)OCC)C=2C=CC(=NC2)N2CCC(CC2)(C(=O)OC)NC(C2=NC=CC=C2F)=O